ClC1=C2C(=CNC2=C(C=C1)NS(=O)(=O)C=1C=NN(C1F)CC(C)(C)O)C#N N-(4-Chloro-3-cyano-1H-indol-7-yl)-5-fluoro-1-(2-hydroxy-2-methyl-propyl)pyrazol-4-sulfonamid